OCC1(OC2=C(C1)C=C(C(=C2)N2CCC(CC2)C(CC)=O)NC(=O)C=2C=NN1C2N=CC=C1)C N-[2-(Hydroxymethyl)-2-methyl-6-(4-propanoyl-1-piperidyl)-3H-benzofuran-5-yl]pyrazolo[1,5-a]pyrimidine-3-carboxamide